C1(CC1)S(=O)[O-].[Na+] sodium cyclopropanesulfinate